ClC=1C(=NC(=NC1)NC=1C=C(C2=C(COB2O)C1)C)NC1CCCC1 5-chloro-N4-cyclopentyl-N2-(1-hydroxy-7-methyl-3H-2,1-benzoxaborol-5-yl)pyrimidine-2,4-diamine